(S)-2-oxa-7-aza-spiro[4.4]nonane C1OCC[C@@]12CNCC2